2-(4-((2S,5R)-2,5-dimethylpiperazin-1-yl)-5-(trifluoromethyl)-7H-pyrrolo[2,3-d]pyrimidin-7-yl)isonicotinic acid C[C@@H]1N(C[C@H](NC1)C)C=1C2=C(N=CN1)N(C=C2C(F)(F)F)C=2C=C(C(=O)O)C=CN2